γ-benzhydryl-proline C(C1=CC=CC=C1)(C1=CC=CC=C1)C1C[C@H](NC1)C(=O)O